BrC1=C(C=C(C=C1)C)CC1=C(C=CC(=C1)C)S(=O)(=O)N [(2-bromo-5-methyl-phenyl)methyl]-4-methyl-benzenesulfonamide